imidazo[1,2-a]Pyrimidine-6-carboxylic acid methyl ester COC(=O)C=1C=NC=2N(C1)C=CN2